FC1=C(C=C(C=C1)C1=NNC=N1)C(F)(F)F 3-(4-fluoro-3-(trifluoromethyl)phenyl)-1H-1,2,4-triazole